ClC=1C(=C(OCC#N)C=CC1C1=CN=C2N1C=CN=C2NC2=CC(=C(C=C2)C(=O)N2CCC(CC2)NCCN(C)C)Cl)F 2-[3-chloro-4-[8-[3-chloro-4-[4-[2-(dimethylamino)ethylamino]piperidine-1-carbonyl]anilino]imidazo[1,2-a]pyrazin-3-yl]-2-fluoro-phenoxy]acetonitrile